bicyclo[1.1.1]pentane-1-thioamide C12(CC(C1)C2)C(N)=S